CC(CC(C1=CC=C(C=C1)[C@H](C)NC(C(F)(F)F)=O)N1CCN(CC1)C(=O)OC(C)(C)C)C tert-Butyl 4-[3-methyl-1-[4-[(1S)-1-[(2,2,2-trifluoroacetyl)amino]ethyl]phenyl] butyl]piperazine-1-carboxylate